The molecule is a ruthenium coordination entity. It has a role as a ryanodine receptor modulator and a TRP channel blocker. N.N.N.N.N.N.N.N.N.N.N.N.N.N.O.O.[Cl-].[Cl-].[Cl-].[Cl-].[Cl-].[Cl-].[Ru+2].[Ru+2].[Ru+2]